5-[4-amino-5-(trifluoromethyl)pyrrolo[2,1-f][1,2,4]triazin-7-yl]-N-[(3R,4S)-4-fluoro-1-[(2S)-2-hydroxy-4-methyl-pentanoyl]pyrrolidin-3-yl]-2-methyl-pyridine-3-carboxamide NC1=NC=NN2C1=C(C=C2C=2C=C(C(=NC2)C)C(=O)N[C@@H]2CN(C[C@@H]2F)C([C@H](CC(C)C)O)=O)C(F)(F)F